FC=1C=C(C=C(C1)F)[C@H](C)NC(=O)C12CC(C1)(C2)CO (S)-N-(1-(3,5-difluoro-phenyl)ethyl)-3-(hydroxymethyl)-bicyclo[1.1.1]pentane-1-carboxamide